BrC1=CC(=CC=2C=COC21)C(C)OC2=C(C=CC=C2)CC(=O)OCC ethyl 2-(2-(1-(7-bromobenzofuran-5-yl)ethoxy)phenyl)acetate